propylpelargonic acid C(CC)C(C(=O)O)CCCCCCC